C(OC(C)(C)C#N)(OOOOC(OC(C)(C)C#N)=O)=O di(1-cyano-1-methylethyl) peroxy dicarbonate